2-(4-fluorophenoxy)-6,7-dihydropyrrolo[1,2-a]thiazolo[5,4-d]pyrimidine-9(5H)-one FC1=CC=C(OC=2SC=3N=C4N(C(C3N2)=O)CCC4)C=C1